1-(4-chlorophenyl)-1H-pyrazol ClC1=CC=C(C=C1)N1N=CC=C1